propyl-dimethyl-hexadecyl-ammonium chloride [Cl-].C(CC)[N+](CCCCCCCCCCCCCCCC)(C)C